N-(6-(2H-1,2,3-triazol-2-yl)-5-(trifluoromethyl)pyridin-3-yl)-3-chloro-2'-methoxy-[1,1'-biphenyl]-4-carboxamide N=1N(N=CC1)C1=C(C=C(C=N1)NC(=O)C1=C(C=C(C=C1)C1=C(C=CC=C1)OC)Cl)C(F)(F)F